FC=1C(=C(NC2=C(NC3=C2C(NCC3)=O)C3=C(C=NC=C3)OCC3CN(CCO3)C)C=CC1)OC 3-(3-Fluoro-2-methoxyanilino)-2-{3-[(4-methylmorpholin-2-yl)methoxy]pyridin-4-yl}-1,5,6,7-tetrahydro-4H-pyrrolo[3,2-c]pyridin-4-one